C(C)N(CC=C)C N-ethyl-methyl-allylamine